N-(2-(7-azaspiro[3.5]nonan-7-yl)ethyl)-6-methyl-5-((1-methyl-6-(pyrimidin-5-ylamino)-1H-pyrazolo[3,4-d]pyrimidin-3-yl)amino)nicotinamide C1CCC12CCN(CC2)CCNC(C2=CN=C(C(=C2)NC2=NN(C1=NC(=NC=C12)NC=1C=NC=NC1)C)C)=O